2-chloro-6-fluorobenzotrichloride ClC1=C(C(=CC=C1)F)C(Cl)(Cl)Cl